(2S,5R)-7-oxo-2-(N-(2-(trifluoromethyl) thiazole-4-carbonyl) carbamimidoyl)-1,6-diazabicyclo[3.2.1]octan-6-yl hydrogen sulfate S(=O)(=O)(ON1[C@@H]2CC[C@H](N(C1=O)C2)C(NC(=O)C=2N=C(SC2)C(F)(F)F)=N)O